fluoro-4'-methoxy-5'-((4-(methylamino)-5-(trifluoromethyl)pyrimidin-2-yl)amino)-1',3'-dihydro-spiro[imidazole-4,2'-indene]-2,5-dione FC1C2(CC3=C(C(=CC=C13)NC1=NC=C(C(=N1)NC)C(F)(F)F)OC)NC(NC2=O)=O